N-((1-((2-((6-(4-(2-(1H-tetrazol-5-yl)ethyl)piperazin-1-yl)pyridin-3-yl)oxy)-6-(3,5-dichlorophenyl)pyridin-4-yl)methyl)piperidin-4-yl)methyl)acetamide N1N=NN=C1CCN1CCN(CC1)C1=CC=C(C=N1)OC1=NC(=CC(=C1)CN1CCC(CC1)CNC(C)=O)C1=CC(=CC(=C1)Cl)Cl